FC1=C(C=CC(=C1)F)C1=C(C=C2C(NC(NC2=C1SC[C@H](CO)OCCN(C)C)=O)=O)C(F)(F)F 7-(2,4-difluorophenyl)-8-(((S)-2-(2-(dimethylamino)ethoxy)-3-hydroxypropyl)thio)-6-(trifluoromethyl)quinazoline-2,4(1H,3H)-dione